CC1=C(C(=O)OCC)C=CC(=C1)C ethyl 2,4-dimethylbenzoate